2-(5-chloropyridin-2-yl)-1-(1H-imidazol-1-yl)ethan-1-one ClC=1C=CC(=NC1)CC(=O)N1C=NC=C1